7-bromo-3-(3,3-difluorobutyl)-8-methoxy-2,3,4,5-tetrahydrobenzo[b][1,4]thiazepine 1,1-dioxide BrC1=CC2=C(S(CC(CN2)CCC(C)(F)F)(=O)=O)C=C1OC